C1OCC12CC(C2)NCC2=C(C=C(C=C2)C2=NC=CC(=C2Cl)C=2C(=C(C=CC2)C2=CC=C(C(=N2)OC)CNC2CC1(COC1)C2)C(F)(F)F)OC N-((6-(3-(2-(4-(((2-Oxaspiro[3.3]heptan-6-yl)amino)methyl)-3-methoxyphenyl)-3-chloropyridin-4-yl)-2-(trifluoromethyl)phenyl)-2-methoxypyridin-3-yl)methyl)-2-oxaspiro[3.3]heptan-6-amine